(E)-ethyl 14-((tert-butyldiphenylsilyl)oxy)-3-nonyltetradec-2-enoate [Si](C1=CC=CC=C1)(C1=CC=CC=C1)(C(C)(C)C)OCCCCCCCCCCC/C(=C/C(=O)OCC)/CCCCCCCCC